(3S)-3-[2-tert-butoxy-1-(3-nitrophenoxy)-2-oxoethyl]pyrrolidine-1-carboxylic acid tert-butyl ester C(C)(C)(C)OC(=O)N1C[C@H](CC1)C(C(=O)OC(C)(C)C)OC1=CC(=CC=C1)[N+](=O)[O-]